FC(S(=O)(=O)NC1C(CCCC1)N)(F)F N-trifluoromethanesulfonyl-1,2-cyclohexanediamine